ethyl 2-((1-(4-(5-(4-cyano-3-fluorophenyl)-3-((quinuclidin-4-ylmethyl)amino)-1H-pyrazol-1-yl)phenyl)piperidin-4-yl)oxy)acetate C(#N)C1=C(C=C(C=C1)C1=CC(=NN1C1=CC=C(C=C1)N1CCC(CC1)OCC(=O)OCC)NCC12CCN(CC1)CC2)F